1-(5-chlorothiophene-2-yl)ethan-1-one oxime ClC1=CC=C(S1)C(C)=NO